CC1(C2N(C=3C=CC(=CC13)[N+](=O)[O-])CCO2)C 9,9-dimethyl-7-nitro-2,3-dihydrooxazolo[3,2-a]indol